C(C)(C)(C)OC(=O)N1[C@@H](C2(CC1)CCCCC2)[C@@H](C(=O)N2CCN(CC2)C=2C1=C(N=CN2)NC=C1)C1=CC=C(C=C1)Cl (R)-1-((S)-2-(4-(7H-pyrrolo[2,3-d]pyrimidin-4-yl)piperazin-1-yl)-1-(4-chlorophenyl)-2-oxoethyl)-2-azaspiro[4.5]decane-2-carboxylic acid tert-butyl ester